magnesium pentafluorophenylacetate FC1=C(C(=C(C(=C1CC(=O)[O-])F)F)F)F.[Mg+2].FC1=C(C(=C(C(=C1CC(=O)[O-])F)F)F)F